magnesium nickel sulfide cobalt-nickel [Ni].[Co].[Ni]=S.[Mg]